CCCCCC\C=C\CCCCCC trans-7-tetradecene